6-(3-Carboxy-2,5-dihydroxybenzamido)pyridin C(=O)(O)C=1C(=C(C(=O)NC2=CC=CC=N2)C=C(C1)O)O